C(C1=CC=CC=C1)(=O)N1CCC(CC1)CCCCNC(=O)NCC1=CC=C(C=C1)Cl 1-(4-(1-benzoylpiperidin-4-yl)butyl)-3-(4-chlorobenzyl)urea